propyl 1-[[5-[5-(trifluoromethyl)-1,2,4-oxadiazol-3-yl]-2-thienyl]methyl]-1H-pyrazole-4-carboxylate FC(C1=NC(=NO1)C1=CC=C(S1)CN1N=CC(=C1)C(=O)OCCC)(F)F